2-amino-5-[(rac)-5',6'-dihydrospiro[pyrrolidine-3,4'-pyrrolo[1,2-b]pyrazol]-2'-yl]pyridine-3-carbonitrile-hydrochloride salt Cl.NC1=NC=C(C=C1C#N)C=1C=C2N(N1)CC[C@]21CNCC1 |r|